N-[(1R,3S)-3-{[6-chloro-2-(trifluoromethyl)quinolin-4-yl]amino}cyclohexyl]-1-phenyl-1H-pyrazole-5-carboxamide ClC=1C=C2C(=CC(=NC2=CC1)C(F)(F)F)N[C@@H]1C[C@@H](CCC1)NC(=O)C1=CC=NN1C1=CC=CC=C1